tripropylammonium tetra(dimethylphenyl)borate rac-tert-butyl-N-[3-methyl-5-[[2-[(2R,5S)-5-methyl-2-(1-methyl-3-piperidyl)-1-piperidyl]-2-oxo-acetyl]amino]-2-pyridyl]carbamate C(C)(C)(C)OC(NC1=NC=C(C=C1C)NC(C(=O)N1[C@H](CC[C@@H](C1)C)[C@H]1CN(CCC1)C)=O)=O.CC=1C(=C(C=CC1)[B-](C1=C(C(=CC=C1)C)C)(C1=C(C(=CC=C1)C)C)C1=C(C(=CC=C1)C)C)C.C(CC)[NH+](CCC)CCC |&1:25|